FC=1C=C2/C(/C(NC2=CC1)=O)=C/C1=C(C(=C(N1)C)C(=O)N[C@@H]1CNCC1)C 5-{[(3Z)-5-fluoro-2-oxo-2,3-dihydro-1H-indol-3-ylidene]methyl}-2,4-dimethyl-N-[(3S)-tetrahydro-1H-pyrrol-3-yl]-1H-pyrrole-3-carboxamide